2-(5-fluoro-2,4-dioxo-3,4-dihydropyrimidin-1(2H)-yl)-N-(2-hydroxy-5-methoxyphenyl)acetamide FC=1C(NC(N(C1)CC(=O)NC1=C(C=CC(=C1)OC)O)=O)=O